ClC=1C=C(C=C(C1)Cl)C1=NC(=CC(=C1)CN1CCC(CC1)CCC(=O)O)OC=1C=NC(=NC1)N1CCN(CC1)CCCS(=O)(=O)C 3-(1-((2-(3,5-dichlorophenyl)-6-((2-(4-(3-(methylsulfonyl)propyl)piperazin-1-yl)pyrimidin-5-yl)oxy)pyridin-4-yl)methyl)piperidin-4-yl)propanoic acid